C1CCCN2C1=C1C=CC=CC1=CC2=O 1,2,3,4-tetrahydro-6H-pyrido[2,1-a]isoquinolin-6-one